1,4,2,5-dioxadithiolane O1SCOS1